N1(CCC1)C1=NC=C(C=C1)Br 2-(azetidin-1-yl)-5-bromopyridine